FCCOC[C@H]1CN(CCN1C1=NC=NC=C1)C1=NC=C(C=N1)I (R)-2-(3-((2-fluoroethoxy)methyl)-4-(pyrimidin-4-yl)piperazin-1-yl)-5-iodopyrimidine